6-[tert-butoxy-[3-[4-[[(2s)-1,4,7,10-tetrakis(2-tert-butoxy-2-oxo-ethyl)-1,4,7,10-tetrazacyclododec-2-yl]methyl]phenyl]propyl]phosphoryl]hexanoic acid C(C)(C)(C)OP(=O)(CCCC1=CC=C(C=C1)C[C@@H]1N(CCN(CCN(CCN(C1)CC(OC(C)(C)C)=O)CC(OC(C)(C)C)=O)CC(OC(C)(C)C)=O)CC(=O)OC(C)(C)C)CCCCCC(=O)O